ClC1=CC=C(C=N1)N1C2=C(C(=C1)C(F)(F)F)C(C(C2)(F)F)O (6-chloropyridin-3-yl)-5,5-difluoro-3-(trifluoromethyl)-1,4,5,6-tetrahydrocyclopenta[b]pyrrol-4-ol